C1(C(C=CC=C1)=O)\C=C\C(=O)C1=CC=CC=C1 chalcone-one